8-Fluoro-5-oxa-2-azabicyclo[5.1.0]octane hydrobromide Br.FC1C2COCCNC12